CC1(CC(C=2C(=C(SC2SCCCO)C=2SC=CN2)C1)=O)C 6,6-dimethyl-3-(3-hydroxypropyl)thio-1-(thiazol-2-yl)-6,7-dihydro-2-benzothien-4(5H)-one